1-propargyl-quinoxalin C(C#C)N1CC=NC2=CC=CC=C12